(1R,4r)-4-((S)-6-(Methoxycarbonyl)-2-(((1s,4S)-4-methoxycyclohexyl)methyl)-7-methyl-6,7,8,9-tetrahydro-3H-imidazo[4,5-f]chinolin-3-yl)cyclohexan COC(=O)N1[C@H](CCC2=C3C(=CC=C12)N(C(=N3)CC3CCC(CC3)OC)C3CCCCC3)C